COC1=NC2=C(C(=CC=C2C=C1C(=O)O)C(C)C)C(=O)NC1=CSC=C1 2-methoxy-7-(prop-2-yl)-8-[(thiophen-3-ylamino)carbonyl]quinoline-3-carboxylic acid